(S)-4-amino-1-methyl-N-(5-methyl-2-oxooxazolidin-3-yl)-N-((5-(trifluoromethyl)pyridin-2-yl)methyl)-1H-pyrazolo[4,3-c]quinoline-8-carboxamide NC1=NC=2C=CC(=CC2C2=C1C=NN2C)C(=O)N(CC2=NC=C(C=C2)C(F)(F)F)N2C(O[C@H](C2)C)=O